bis[2-(2-quinolinyl)phenyl]iridium (III) N1=C(C=CC2=CC=CC=C12)C1=C(C=CC=C1)[Ir+]C1=C(C=CC=C1)C1=NC2=CC=CC=C2C=C1